C(C)(=O)OCCCCCCCCCCCC=O OXO-DODECYL ACETATE